ClC1=C2C(C[C@]3(CC4(OCCO4)CCC3)C2=CC=C1)(O)C (1R)-4-chloro-3-methyl-2,3-dihydrodispiro[indene-1,1'-cyclohexane-3',2''-[1,3]dioxolan]-3-ol